P(OCC(C1=CC=CC=C1)(C1=CC=CC=C1)C1=CC=CC=C1)([O-])[O-] triphenylethyl phosphite